NCC(C(C)C)N1CC2(C1)CN(CC2)C=2N=CN=NC2OC2=C(C(=O)N(C(C)C)CC)C=C(C=C2)F 2-((5-(2-(1-amino-3-methylbutan-2-yl)-2,6-diazaspiro[3.4]oct-6-yl)-1,2,4-triazin-6-yl)oxy)-N-ethyl-5-fluoro-N-isopropylbenzamide